[8-[[4-(trifluoromethyl)phenyl]methyl]imidazo[1,5-a]pyridine-1-carbonyl]aminospiro[3.3]heptane-6-carboxylic acid FC(C1=CC=C(C=C1)CC=1C=2N(C=CC1)C=NC2C(=O)NC2CCC21CC(C1)C(=O)O)(F)F